6-bromo-3-(2H3)methylquinazolin-4-one BrC=1C=C2C(N(C=NC2=CC1)C([2H])([2H])[2H])=O